Tert-butyl (1-(5-(4-cyanophenyl)-1-(4-methoxyphenyl)-1H-pyrazole-3-carbonyl)piperidin-3-yl)carbamate C(#N)C1=CC=C(C=C1)C1=CC(=NN1C1=CC=C(C=C1)OC)C(=O)N1CC(CCC1)NC(OC(C)(C)C)=O